1-(4-fluoro-2-methylbenzyl)-1-methylguanidine FC1=CC(=C(CN(C(=N)N)C)C=C1)C